ClC(C1=NC(=NO1)C=1C=CC(=NC1)CP(NC1=C(C=C(C=C1)Cl)Cl)(=O)C)(F)F P-((5-(5-(chlorodifluoromethyl)-1,2,4-oxadiazol-3-yl)pyridin-2-yl)methyl)-N-(2,4-dichlorophenyl)-P-methylphosphinic amide